7-hydroperoxyl-hydromorphone O(O)C1C([C@H]2[C@]34C=5C(=C(C=CC5C[C@H]([C@@H]3C1)N(C)CC4)O)O2)=O